4-{[(6-chloropyrid-3-yl)methyl](2,4,5-trifluorobenzyl)amino}furan-2(5H)-one ClC1=CC=C(C=N1)CN(C1=CC(OC1)=O)CC1=C(C=C(C(=C1)F)F)F